[Cl-].C(C)(C)(C)N1CN(C=C1)C(C)(C)C 1,3-di-tert-butyl-imidazole chloride